C(C1=CC=CC=C1)NC(CC1=NC=C(C=C1)C1=C(C=C(C=C1)OCCN1CCOCC1)C#N)=O N-benzyl-2-(5-(2-cyano-4-(2-morpholinoethoxy)phenyl)pyridin-2-yl)acetamide